ClC1=C(C=CC(=C1)F)[C@@H]1N=C(NC(=C1C(=O)OC)C)C1=NC=C(C=C1F)F |o1:8| (R*)-methyl 4-(2-chloro-4-fluorophenyl)-2-(3,5-difluoropyridin-2-yl)-6-methyl-1,4-dihydropyrimidine-5-carboxylate